[Cr](=O)(=O)([O-])[O-].[Cu+2].[Bi+3] bismuth-copper chromate